1-(1-(2,6-dioxopiperidin-3-yl)-3-methyl-2-oxo-2,3-dihydro-1H-benzo[d]imidazol-4-yl)piperidine-4-carboxaldehyde O=C1NC(CCC1N1C(N(C2=C1C=CC=C2N2CCC(CC2)C=O)C)=O)=O